N1(CCNCC1)C=1N=C(C2=C(N1)C=NC(=C2)CCC)NCC=2SC=CC2 2-(piperazin-1-yl)-6-propyl-N-(thiophen-2-ylmethyl)pyrido[3,4-d]pyrimidin-4-amine